FC1=C(C=CC(=C1F)C=1C=NNC1)N1CCN(CC1)C(=O)N1CCCCC1 (4-(2,3-difluoro-4-(1H-pyrazol-4-yl)phenyl)piperazin-1-yl)(piperidin-1-yl)methanone